N-butylimidazolium bis(trifluoromethanesulfonyl)imide salt [N-](S(=O)(=O)C(F)(F)F)S(=O)(=O)C(F)(F)F.C(CCC)N1C=[NH+]C=C1